N-(3-(2-morpholinopropyl)-1,2,4-thiadiazol-5-yl)-5-(3-(trifluoromethoxy)phenyl)furan-3-carboxamide O1CCN(CC1)C(CC1=NSC(=N1)NC(=O)C1=COC(=C1)C1=CC(=CC=C1)OC(F)(F)F)C